N-(4-(1H-pyrazol-3-yl)phenyl)-4-amino-7-(tert-butyl)-7H-pyrrolo[2,3-d]pyrimidine-5-carboxamide N1N=C(C=C1)C1=CC=C(C=C1)NC(=O)C1=CN(C=2N=CN=C(C21)N)C(C)(C)C